O(CC)CCN ethoxylethylamine